(S)-6-allyl-2-((4-((2-hydroxy-1-phenylethyl)amino)-5-(3-(pyridin-4-yl)-1,2,4-oxadiazol-5-yl)pyridin-2-yl)amino)-6,7-dihydro-5H-pyrrolo[3,4-b]pyridin-5-one C(C=C)N1CC2=NC(=CC=C2C1=O)NC1=NC=C(C(=C1)N[C@H](CO)C1=CC=CC=C1)C1=NC(=NO1)C1=CC=NC=C1